tert-butyl (1-(1-(5-((8-fluoro-2-methylimidazo[1,2-a]pyridin-6-yl)carbamoyl)pyrazin-2-yl)azetidin-3-yl)cyclopropyl)(methyl)carbamate FC=1C=2N(C=C(C1)NC(=O)C=1N=CC(=NC1)N1CC(C1)C1(CC1)N(C(OC(C)(C)C)=O)C)C=C(N2)C